dichloro(2,4-dimethoxyphenyl)phosphinan 4-{[(2S,3R,4R,5S,6S)-3,5-Dihydroxy-4-methoxy-6-methyltetrahydro-2H-pyran-2-yl]oxy}-3-iodo-5,6-dimethoxy-2-methylbenzenecarbothioate O[C@H]1[C@@H](O[C@H]([C@@H]([C@H]1OC)O)C)OC1=C(C(=C(C(=C1OC)OC)C(O)=S)C)I.ClC1(CCP(CC1)C1=C(C=C(C=C1)OC)OC)Cl